5-fluoro-4-methyl-3-(4,4,5,5-tetramethyl-1,3,2-dioxaborolan-2-yl)-1-tosyl-1H-pyrrolo[2,3-b]pyridine FC=1C(=C2C(=NC1)N(C=C2B2OC(C(O2)(C)C)(C)C)S(=O)(=O)C2=CC=C(C)C=C2)C